C1CCC12CO[C@H](C2)COC=2C(=CC(=NC2)NC(C)=O)NC2=NC(=NC(=C2)C)C(C)(F)F (R)-N-(5-((6-oxaspiro[3.4]octan-7-yl)methoxy)-4-((2-(1,1-difluoroethyl)-6-methylpyrimidin-4-yl)amino)pyridin-2-yl)acetamide